7-(2-hydroxypropyl)theophylline OC(CN1C=NC=2N(C(N(C)C(C12)=O)=O)C)C